C(N)(ONCC)=O ethylamino carbamate